3-(7-chloro-5-(trifluoromethyl)-2,3-dihydrobenzofuran-2-yl)benzenesulfonamide ClC1=CC(=CC=2CC(OC21)C=2C=C(C=CC2)S(=O)(=O)N)C(F)(F)F